C(C=C)(=O)N1[C@H](CN(CC1)C1=NC(=NC=2C[C@H](CCC12)N1CCCC2=CC=C(C=C12)F)N1CC(C1)N(C)C)CC#N 2-((S)-1-Acryloyl-4-((S)-2-(3-(dimethylamino)azetidin-1-yl)-7-(7-fluoro-3,4-dihydroquinolin-1(2H)-yl)-5,6,7,8-tetrahydroquinazolin-4-yl)piperazin-2-yl)acetonitrile